NCCCOP(O)(O)=O Aminopropyl-phosphoric acid